tert-butyl 3-(3-ethyl-4-nitrophenyl)-3,6-diazabicyclo[3.1.1]heptane-6-carboxylate C(C)C=1C=C(C=CC1[N+](=O)[O-])N1CC2N(C(C1)C2)C(=O)OC(C)(C)C